2-(3,5-Bis(3,4-dimethoxybenzylidene)-4-oxopiperidine-1-carbonyl)pyridin-1-ium trifluoroacetate FC(C(=O)[O-])(F)F.COC=1C=C(C=C2CN(CC(C2=O)=CC2=CC(=C(C=C2)OC)OC)C(=O)C2=[NH+]C=CC=C2)C=CC1OC